CC1=CC=C(C=C1)S(=O)(=O)OCC(F)F 2,2-difluoroethanol p-toluenesulfonate